7-chloro-3-methyl-1-phenyl-1,2,4,5-tetrahydro-3-benzazepin-8-ol ClC1=CC2=C(C(CN(CC2)C)C2=CC=CC=C2)C=C1O